Thieno[3,2-d]Pyrimidin N1=CN=CC2=C1C=CS2